5-(((1R,2S)-1-hydroxy-2-((S)-5H-imidazo[5,1-a]isoindol-5-yl)-7-azaspiro[3.5]nonan-7-yl)sulfonyl)-1-methylindolin-2-one O[C@@H]1[C@@H](CC12CCN(CC2)S(=O)(=O)C=2C=C1CC(N(C1=CC2)C)=O)[C@@H]2N1C(C3=CC=CC=C23)=CN=C1